Bismaleimidyl-Triazine C1(C=CC(N1C1=CC(=NN=N1)N1C(C=CC1=O)=O)=O)=O